CC(CC)=NO N-butan-2-ylidenehydroxylamine